C(C1=CC=CC=C1)OC1=C(C=C(C(=O)N2C(CC(C2)F)C(=O)N2C(CCC2)C#N)C=C1F)F 1-(4-BENZYLOXY-3,5-DIFLUORo-BENZOYL)-4-FLUORo-PYRROLIDIN-2-CARBONYL-PYRROLIDIN-2-CARBONITRIL